5'-chloro-6'-fluoro-[2,3'-bipyridin] ClC=1C=C(C=NC1F)C1=NC=CC=C1